CC=1C(=NN(C1C(=O)NC1=CC(=NC=C1)C(=O)N)CC12CC(C1)(C2)C(F)(F)F)C(F)(F)F 4-(4-methyl-3-(trifluoromethyl)-1-((3-(trifluoromethyl)bicyclo[1.1.1]pentan-1-yl)methyl)-1H-pyrazole-5-carboxamido)picolinamide